dicyclohexyl-(2',4',6'-triisopropylbiphenyl-2-yl)phosphane C1(CCCCC1)P(C1=C(C=CC=C1)C1=C(C=C(C=C1C(C)C)C(C)C)C(C)C)C1CCCCC1